(S)-N-(7-((1-(cyclopropylmethyl)-3-fluoroazetidin-3-yl)ethynyl)-5-methyl-4-oxo-2,3,4,5-tetrahydrobenzo[b][1,4]oxazepin-3-yl)-4-phenoxypyridineamide C1(CC1)CN1CC(C1)(F)C#CC1=CC2=C(OC[C@@H](C(N2C)=O)NC(=O)C2=NC=CC(=C2)OC2=CC=CC=C2)C=C1